2-(1-methyl-1H-imidazol-5-yl)-6-(tetrahydro-2H-pyran-4-yl)pyrimidine-4-carboxylic acid CN1C=NC=C1C1=NC(=CC(=N1)C(=O)O)C1CCOCC1